2-(1-bromoethyl)tetrahydrofuran BrC(C)C1OCCC1